C[C@@H]1CN(CCC1)CCC1CCN(CC1)C(=O)[C@H](CC(C)C)N1C([C@@H](NCC1)CC(C)C)=O (S)-1-[(S)-1-[(4-{2-[(S)-3-Methyl-1-piperidyl]ethyl}-1-piperidyl)carbonyl]-3-methylbutyl]-3-isobutyl-2-piperazinone